C(C)(C)(C)OC(=O)N1C(CC(C1)=O)C(=O)O 1-(tert-butoxycarbonyl)-4-oxopyrrolidine-2-carboxylic acid